(E)-1-(2-hydroxy-4,5-dimethoxyphenyl)-3-(m-tolyl)prop-2-en OC1=C(C=C(C(=C1)OC)OC)C\C=C\C=1C=C(C=CC1)C